1-((S)-1-(3-chlorophenyl)-2-hydroxyethyl)-N3-methyl-1H-pyrazole-3,5-dicarboxamide ClC=1C=C(C=CC1)[C@@H](CO)N1N=C(C=C1C(=O)N)C(=O)NC